Ethyl 1-[[4-[5-(trifluoromethyl)-1,2,4-oxadiazol-3-yl]phenyl]methyl]pyrazole-4-carboxylate FC(C1=NC(=NO1)C1=CC=C(C=C1)CN1N=CC(=C1)C(=O)OCC)(F)F